alpha-Keto-Butyric Acid O=C(C(=O)O)CC